(3aS,6aR)-3a-hydroxy-5-oxo-hexahydrocyclopenta[c]pyrrole-2(1H)-carboxylic acid benzyl ester C(C1=CC=CC=C1)OC(=O)N1C[C@@H]2[C@](C1)(CC(C2)=O)O